C(=O)O.CC(C)NC(C1=CC=CC=C1)=O N-prop-2-yl-benzamide formate